mesyl(2-(di-tert-butylphosphino)-1,1'-binaphthyl) S(=O)(=O)(C)C=1C(=C(C2=CC=CC=C2C1)C1=CC=CC2=CC=CC=C12)P(C(C)(C)C)C(C)(C)C